C(C=C)(=O)N1[C@@H]2CN([C@@H]2CC1)C1=C(C(=NC2=C(C(=CC=C12)C1=CC=CC=2CCCCC12)F)OCC12CCCN2CCC1)CC#N ((1R,5R)-2-acryloyl-2,6-diazabicyclo[3.2.0]hept-6-yl)-8-fluoro-2-((tetrahydro-1H-pyrrolizin-7a(5H)-yl)methoxy)-7-(5,6,7,8-tetrahydronaphthalen-1-yl)quinoline-3-acetonitrile